7-bromo-6-fluoro-1-methyl-1,3-dihydro-2H-benzo[d]imidazol-2-one BrC1=C(C=CC2=C1N(C(N2)=O)C)F